The molecule is a beta-D-glucoside with 2-(4-hydroxyphenyl)ethoxy residue at the anomeric position and a [(3,4-dihydroxyphenyl)acetyl]oxy residue at position 6. Isolated from Ternstroemia japonica, it exhibits antioxidant activity. It has a role as a metabolite and an antioxidant. It is a beta-D-glucoside, a carboxylic ester, a member of catechols, a monosaccharide derivative and a phenylethanoid. C1=CC(=CC=C1CCO[C@H]2[C@@H]([C@H]([C@@H]([C@H](O2)CO)O)O)OC(=O)CC3=CC(=C(C=C3)O)O)O